C1(CC1)C1=C(C(=NO1)C1=C(C=CC=C1)OC(F)(F)F)COC1CCN(CC1)C1=NC=C(C(=O)NN)C=C1 6-(4-((5-cyclopropyl-3-(2-(trifluoromethoxy)phenyl)isoxazol-4-yl)methoxy)piperidin-1-yl)nicotinohydrazide